C(C1=CC=CC=C1)N1CCN(CC1)CCNC1=NC=2N(C=C1)N=C(C2C#N)C=2OC=CC2 5-[2-(4-benzylpiperazin-1-yl)ethylamino]-2-(2-furyl)pyrazolo[1,5-a]pyrimidine-3-carbonitrile